4-azido-1-((3-butoxyadamantan-1-yl)glycyl)pyrrolidine-2-carbonitrile N(=[N+]=[N-])C1CC(N(C1)C(CNC12CC3(CC(CC(C1)C3)C2)OCCCC)=O)C#N